3-(1-methyl-7-((S)-3-(piperazin-1-ylmethyl)pyrrolidin-1-yl)-1H-indazol-3-yl)piperidine-2,6-dione CN1N=C(C2=CC=CC(=C12)N1C[C@@H](CC1)CN1CCNCC1)C1C(NC(CC1)=O)=O